2-(3-(5-((R)-(1,3-dimethylazetidin-3-yl)(hydroxy)(4-isopropylphenyl)methyl)pyridin-3-yl)-1,2,4-oxadiazol-5-yl)propan-1,1-d2-2-ol CN1CC(C1)(C)[C@@](C=1C=C(C=NC1)C1=NOC(=N1)C(C([2H])[2H])(C)O)(C1=CC=C(C=C1)C(C)C)O